FC=1C=CC=C2C(=CNC12)C=1C=C(OC1)C(CCCC(=O)O)=O 5-(4-(7-fluoro-1H-indol-3-yl)furan-2-yl)-5-oxopentanoic acid